COC1=CC=C2C(CC(C=3C(=NC=NC23)N)(C)C)=C1N 8-methoxy-5,5-dimethyl-6H-benzo[h]quinazoline-4,7-diamine